C(=O)(OCC1C2=CC=CC=C2C2=CC=CC=C12)N[C@@H](CC1=CNC2=CC=C(C=C12)OCC1=CC=CC=C1)C(=O)O |r| Fmoc-5-benzyloxy-DL-tryptophan